methyl (S)-2-((2-(benzyloxy)-5,8-dihydro-1,7-naphthyridin-7(6H)-yl)methyl)-3-(oxetan-2-ylmethyl)-3H-imidazo[4,5-b]pyridine-5-carboxylate C(C1=CC=CC=C1)OC1=NC=2CN(CCC2C=C1)CC1=NC=2C(=NC(=CC2)C(=O)OC)N1C[C@H]1OCC1